O=C1C=2N=C(N(C2N=CN1CCC)COC(C(C)(C)C)=O)C=1C=NN(C1)CC1=CC(=CC=C1)C(F)(F)F 2,2-Dimethyl-propionic acid 6-oxo-1-propyl-8-[1-(3-trifluoromethyl-benzyl)-1H-pyrazol-4-yl]-1,6-dihydro-purin-9-ylmethyl ester